[Si](C1=CC=CC=C1)(C1=CC=CC=C1)(C(C)(C)C)O[C@H]1CC[C@H]([C@](C1)(C(=O)OC)C)C(=O)ON1N=NC=2C1=NC=CC2 2-(3H-[1,2,3]triazolo[4,5-b]pyridin-3-yl) 1-methyl (1S,2R,5S)-5-((tert-butyldiphenylsilyl)oxy)-1-methylcyclohexane-1,2-dicarboxylate